ICCC[Si](OCCC)(CC)CC iodopropyl-diethyl-propoxysilane